C1(=CC=CC=C1)C=1C=C(C(=C(C1)C1=CC=CC=C1)N)C1=CC=CC=C1 5'-phenyl-[1,1':3',1''-terphenyl]-2'-amine